ClC1=CC(=CC(=N1)C1CC1)C(=O)OC 6-chloro-2-cyclopropyl-4-(methoxycarbonyl)pyridine